iodonium perfluoro-n-octanesulfonate FC(C(C(C(C(C(C(C(F)(F)F)(F)F)(F)F)(F)F)(F)F)(F)F)(F)F)(S(=O)(=O)[O-])F.[IH2+]